5-((7-chloro-2-(2-methoxyethoxy)-1H-benzo[d]imidazol-6-yl)thio)pyrazine-2-yl-3-methyl-2-oxa-8-azaspiro[4.5]decan-4-amine ClC1=C(C=CC2=C1NC(=N2)OCCOC)SC=2N=CC(=NC2)C2OC(C(C21CCNCC1)N)C